ETHYLLAUROYLARGINAT C(C)N([C@@H](CCCNC(N)=N)C(=O)[O-])C(CCCCCCCCCCC)=O